C(C)(=O)OI1(OC(C2=C1C=CC=C2)=O)(OC(C)=O)OC(C)=O (1,1-diacetoxy-3-oxo-1λ5,2-benziodoxol-1-yl) acetate